FC(C(=O)Cl)(C(C(C(C(C(C(C(F)(F)F)(F)F)(F)F)(F)F)(F)F)(F)F)(F)F)F perfluoro-nonanoyl chloride